(2S)-2-[2-(2-benzylimidazol-1-yl)propionamido]-3-(4-methoxyphenyl)propanoic acid C(C1=CC=CC=C1)C=1N(C=CN1)C(C(=O)N[C@H](C(=O)O)CC1=CC=C(C=C1)OC)C